2,2-difluorospiro[2.3]hexane-1-carboxylic acid FC1(C(C12CCC2)C(=O)O)F